(S)-2-((7,8-Dichloro-5-(2-hydroxy-2-methylpropyl)-2-oxo-1,2,3,4,5,6-hexahydroazepino[4,5-b]indol-10-yl)oxy)acetonitrile ClC1=C(C=C(C=2C3=C(NC12)[C@H](CNC(C3)=O)CC(C)(C)O)OCC#N)Cl